tert-Butyl 3-hydroxy-4-(4-iodopyrazol-1-yl)piperidine-1-carboxylate OC1CN(CCC1N1N=CC(=C1)I)C(=O)OC(C)(C)C